2-(2-((3R,4S)-4-fluorotetrahydrofuran-3-yl)-2H-pyrazolo[3,4-b]pyridin-6-yl)-3-methyl-5-(trifluoromethyl)phenol F[C@H]1[C@@H](COC1)N1N=C2N=C(C=CC2=C1)C1=C(C=C(C=C1C)C(F)(F)F)O